CC1N(CCN(C1)C)C=1C(=C(C(=O)N)C=CC1)[N+](=O)[O-] (2,4-dimethylpiperazin-1-yl)-2-nitrobenzamide